(S)-4-bromo-3-chloro-N-(3-(2-chloro-4-hydroxyphenyl)-2-(dimethylamino)propyl)benzamide BrC1=C(C=C(C(=O)NC[C@H](CC2=C(C=C(C=C2)O)Cl)N(C)C)C=C1)Cl